C12CN(CC(CC1)O2)C=2C=CC(=NC2)C=2C=NC(=CC2NC2=NC(=CC(=C2)C)S(=O)(=O)C)NC(C)=O N-(5-(8-oxa-3-azabicyclo[3.2.1]octan-3-yl)-4'-((4-methyl-6-(methylsulfonyl)pyridin-2-yl)amino)-[2,3'-bipyridin]-6'-yl)acetamide